C(C)(C)(C)OC(=O)N1CCC2(CN(C2)C(C2=CC=C(C=C2)N2N=C(C(C2=O)NNC2=CC=CC=C2)C2=CC=CC=C2)=O)CC1 2-(4-(5-Oxo-3-phenyl-4-(2-phenylhydrazino)-4,5-dihydro-1H-pyrazol-1-yl)benzoyl)-2,7-diazaspiro[3.5]nonane-7-carboxylic acid tert-butyl ester